(3-(4,4-bis(methoxymethyl)-cyclohexyl)-2-((methyl(2-(methylamino)ethyl)amino)-methyl)-6,7-dihydropyrazolo-[1,5-a]pyrazin-5(4H)-yl)(3-(difluoromethyl)cyclobutyl)-methanone COCC1(CCC(CC1)C=1C(=NN2C1CN(CC2)C(=O)C2CC(C2)C(F)F)CN(CCNC)C)COC